(S)-(4-(difluoromethyl)-2-(2-fluoropropan-2-yl)oxazol-5-yl)(4-(4-fluoropyrazolo[1,5-a]pyridin-2-yl)-6,7-dihydro-1H-imidazo[4,5-c]pyridin-5(4H)-yl)methanone FC(C=1N=C(OC1C(=O)N1[C@@H](C2=C(CC1)NC=N2)C2=NN1C(C(=CC=C1)F)=C2)C(C)(C)F)F